3-cyclopentylpropanoyl chloride C1(CCCC1)CCC(=O)Cl